ClC1=NC=2N([C@H](C(NC2C=N1)=O)C)C (7S)-2-chloro-7,8-dimethyl-7,8-dihydropteridin-6(5H)-one